C(C)[As](C(C)(C)C)CC diethyl-t-butyl-arsenic